CCCCC/C=C\CCCCCCCC(=O)OC[C@H](COP(=O)(O)OC[C@@H](C(=O)O)N)OC(=O)CCC/C=C\C/C=C\C/C=C\C/C=C\C/C=C\CC 1-(9Z-pentadecenoyl)-2-(5Z,8Z,11Z,14Z,17Z-eicosapentaenoyl)-glycero-3-phosphoserine